C(C)(C)(C)OC(=O)N1C(CC1)C#C 2-ethynylazetidine-1-carboxylic acid tert-butyl ester